N-(1-((3aR,5s,6aS)-5-((3-(Trifluoromethyl)benzyl)oxy)octahydrocyclopenta[c]pyrrole-2-carbonyl)-1H-pyrazol-3-yl)methanesulfonamide FC(C=1C=C(COC2C[C@@H]3[C@@H](CN(C3)C(=O)N3N=C(C=C3)NS(=O)(=O)C)C2)C=CC1)(F)F